2-((4-methyl-2-oxabicyclo[2.1.1]hexan-1-yl)methoxy)-4-oxo-6,7-dihydro-4H-pyrimido[6,1-a]isoquinolin-9-yl trifluoromethanesulfonate FC(S(=O)(=O)OC=1C=C2CCN3C(C2=CC1)=CC(=NC3=O)OCC31OCC(C3)(C1)C)(F)F